thiazinethione C1=CNS(=S)C=C1